N-[(3-exo)-8-Azabicyclo[3.2.1]oct-3-yl]-4-fluoro-N-methyl-6-(2-methyl-2H-pyrazolo[4,3-b]pyridin-5-yl)-1,3-benzothiazol-2-amin-Hydrochlorid Cl.C12CC(CC(CC1)N2)N(C=2SC1=C(N2)C(=CC(=C1)C=1C=CC=2C(N1)=CN(N2)C)F)C